gallium-iron-nickel [Ni].[Fe].[Ga]